C1(CC1)C=1SC2=C(N1)NC(=C2C)C(=O)N[C@@H]2[C@H]([C@H]1C([C@@H](C2)C1)(C)C)C 2-cyclopropyl-6-methyl-N-((1S,2S,3S,5R)-2,6,6-trimethylbicyclo[3.1.1]heptan-3-yl)-4H-pyrrolo[2,3-d]thiazole-5-carboxamide